C12C=CC(C(C1)CN1CCC3(C(C3)COC=3N=NC(=CC3)C3=C(C=CC(=C3)F)Cl)CC1)C2 6-(5-bicyclo[2.2.1]hept-2-enylmethyl)-2-[[6-(2-chloro-5-fluoro-phenyl)pyridazin-3-yl]oxymethyl]-6-azaspiro[2.5]octane